NC1CC2(CN(C2)C2=C(C=C(C=C2)NC2=NC=C(C(=N2)NC2=C(C=CC=C2)P(C)C)Cl)C)C1 (2-((2-((4-(6-amino-2-azaspiro[3.3]heptan-2-yl)-3-methylphenyl)amino)-5-chloropyrimidin-4-yl)amino)phenyl)dimethylphosphine